N-((2-carbamimidoylbenzo[b]thiophen-4-yl)methyl)-2-(4-chlorophenoxy)-2-methylpropanamide C(N)(=N)C1=CC2=C(S1)C=CC=C2CNC(C(C)(C)OC2=CC=C(C=C2)Cl)=O